ClC1=CC=C(C=C1)C1(N2C(C3=CC=CC=C13)=NCC2)OCC=C(C)C 5-(4-chlorophenyl)-5-((3-methylbut-2-en-1-yl)oxy)-2,5-dihydro-3H-imidazo[2,1-a]isoindole